(2S,4S)-2-((difluoromethoxy)methyl)-4-((5-iodopyridin-2-yl)oxy)pyrrolidine-1-carboxylic acid tert-butyl ester C(C)(C)(C)OC(=O)N1[C@@H](C[C@@H](C1)OC1=NC=C(C=C1)I)COC(F)F